(S)-(4-(7-chloropyrazolo[1,5-a]pyridin-2-yl)-6,7-dihydro-1H-imidazo[4,5-c]pyridin-5(4H)-yl)(4-(difluoromethyl)-2-(2-fluoropropan-2-yl)oxazol-5-yl)methanone ClC1=CC=CC=2N1N=C(C2)[C@H]2N(CCC1=C2N=CN1)C(=O)C1=C(N=C(O1)C(C)(C)F)C(F)F